O=S1(CCN(CC1)CC=1N=NN(C1)CCOCCOCCNC(C(=C)C)=O)=O N-(2-(2-(2-(4-((1,1-dioxidothiomorpholino)methyl)-1H-1,2,3-triazol-1-yl)ethoxy)ethoxy)ethyl)methacrylamide